5-hydroxy-1'-methyl[3,4'-bipyridin]-2'(1'H)-one hydrochloride Cl.OC=1C=C(C=NC1)C1=CC(N(C=C1)C)=O